CN1N=CC(=C1)C(=O)NC1=CC2=C(C=N1)C=C(N2)C2=NC(=NC=C2)C 1-methyl-N-(2-(2-methylpyrimidin-4-yl)-1H-pyrrolo[3,2-c]pyridin-6-yl)-1H-pyrazole-4-carboxamide